trifluoropropyl-acetic acid FC(CCCC(=O)O)(F)F